CN1N=C(C=C1C(=O)N[C@@H](C)C1=NC(=NO1)N1CCCCC1)C(F)(F)F (S)-1-methyl-N-(1-(3-(piperidin-1-yl)-1,2,4-oxadiazol-5-yl)ethyl)-3-(trifluoromethyl)-1H-pyrazole-5-carboxamide